Calcium Nitrogen [N].[Ca]